octadecyl-ammonium boronothiophosphate B(O)(O)S=P([O-])([O-])[O-].C(CCCCCCCCCCCCCCCCC)[NH3+].C(CCCCCCCCCCCCCCCCC)[NH3+].C(CCCCCCCCCCCCCCCCC)[NH3+]